ClCC1=CC(=C2CCN(C(C2=C1)=O)C(C)C1=NC=C(C#N)C(=C1)OCC)C=1C(=NN(C1)C)C 6-(1-(7-(chloromethyl)-5-(1,3-dimethyl-1H-pyrazol-4-yl)-1-oxo-3,4-dihydroisoquinolin-2(1H)-yl)ethyl)-4-ethoxynicotinonitrile